CN(C1CC2=CC(=C(C=C2C1)NC=1N=NC(=C(N1)NC1=C(C=CC=C1)CO)C(=O)N)OC)C ((2-(dimethylamino)-6-methoxy-2,3-dihydro-1H-inden-5-yl)amino)-5-((2-(hydroxymethyl)phenyl)amino)-1,2,4-triazine-6-carboxamide